2-[1-(2,2-difluoroethyl)-1H-pyrazolo[3,4-b]pyrazin-6-yl]-6-({[4-(trifluoromethyl)pyridin-2-yl]oxy}methyl)-2-azaspiro[3.3]heptane FC(CN1N=CC=2C1=NC(=CN2)N2CC1(C2)CC(C1)COC1=NC=CC(=C1)C(F)(F)F)F